ClC[C@@H]1CN(C=2C=C(C3=C(C12)C=CC=C3)O)C(CCCC(=O)NC=3C=C(N(C3)C)C(=O)NC3=CC=C(C=C3)NC(OC(C)(C)C)=O)=O tert-butyl (S)-(4-(4-(5-(1-(chloromethyl)-5-hydroxy-1,2-dihydro-3H-benzo[e]indol-3-yl)-5-oxopentanamido)-1-methyl-1H-pyrrole-2-carboxamido)phenyl)carbamate